C(C)(C)(C)[C@@H]1CC=2C=C3C(=NC2CC1)SC(=C3)C(=O)N[C@H](CC[NH+]3CC(C3)(C)O)C3=CC=C(C=C3)C3=CNC(C=C3)=O |r| rac-(6S)-6-tert-butyl-N-[rac-(1R)-3-(3-hydroxy-3-methyl-azetidin-1-ium-1-yl)-1-[4-(6-oxo-1H-pyridin-3-yl)phenyl]propyl]-5,6,7,8-tetrahydrothieno[2,3-b]quinoline-2-carboxamide